C(C)(C)(C)OC(=O)N1C[C@@H]([C@@H](CC1)OCC(C)(C)O)F (3S,4R)-3-fluoro-4-(2-hydroxy-2-methylpropoxy)piperidine-1-carboxylic acid tert-butyl ester